cis-8'-Bromo-3-(dimethylamino)-7'-fluoro-3'-methylspiro[cyclobutane-1,1'-pyrrolo[2,3-c]quinolin]-2'(3'H)-one BrC1=CC=2C3=C(C=NC2C=C1F)N(C(C31CC(C1)N(C)C)=O)C